Tert-butyl (1-(6-(N-(1-(2-cyclohexyl-5-methylphenoxy)cyclopropane-1-carbonyl)sulfamoyl)pyridin-2-yl)-3-methylazetidin-3-yl)carbamate C1(CCCCC1)C1=C(OC2(CC2)C(=O)NS(=O)(=O)C2=CC=CC(=N2)N2CC(C2)(C)NC(OC(C)(C)C)=O)C=C(C=C1)C